S-((5-(((4-((tert-butyldimethylsilyl)oxy)naphthalen-2-yl)thio)methyl)-1-methyl-1H-pyrazol-3-yl)methyl) ethanethioate C(C)(SCC1=NN(C(=C1)CSC1=CC2=CC=CC=C2C(=C1)O[Si](C)(C)C(C)(C)C)C)=O